NC1=CC(=C(C=C1)C1=NC=C2N1CCN(C2)C(=O)OCC2=CC=CC=C2)N2CCCCCC2 benzyl 3-[4-amino-2-(azepan-1-yl)phenyl]-6,8-dihydro-5H-imidazo[1,5-a]pyrazine-7-carboxylate